C(C)(=O)OC[C@@H]1O[C@@H]([C@H]([C@H]1CC(=O)O)CC(=O)O)C=1C(NC(N(C1)C1CCN(CC1)C(=O)OC(C)(C)C)=O)=O (2R,3R,4S,5S)-2-(Acetoxymethyl)-5-(1-(1-(tert-Butoxycarbonyl)piperidin-4-yl)-2,4-dioxo-1,2,3,4-tetrahydropyrimidin-5-yl)tetrahydrofuran-3,4-diacetic acid